C(CCC)C1=NC(=C(C(=O)O)C=C1)Cl.ClC1=C(C(=O)OCCCC)C=CC=N1 butyl chloronicotinate (butyl 2-chloronicotinate)